tert-Butyl 10-((4-chloro-5-(methylthio)-2-oxopyridin-1(2H)-yl)methyl)-10-hydroxy-7-azaspiro[4.5]decane-7-carboxylate ClC1=CC(N(C=C1SC)CC1(CCN(CC12CCCC2)C(=O)OC(C)(C)C)O)=O